CN(C=1C=C(CN(C=2OC=C(N2)CN2CCCCC2)CC2=CC(=CC=C2)OC)C=CC1)C N-(3-(dimethylamino)benzyl)-N-(3-methoxybenzyl)-4-(piperidin-1-ylmethyl)oxazol-2-amine